C\C=C\C(CCCCC)=O (E)-2-nonen-4-one